4-amino-3-[6-(3'-chloro-4-methylbiphenyl-2-yl)pyridin-3-ylazo]naphthalene-1-sulfonic acid NC1=C(C=C(C2=CC=CC=C12)S(=O)(=O)O)N=NC=1C=NC(=CC1)C1=C(C=CC(=C1)C)C1=CC(=CC=C1)Cl